COC=1C2=C(C=NC1N)C=NN2CCC(F)(F)F 7-Methoxy-1-(3,3,3-trifluoropropyl)-1H-pyrazolo[4,3-c]pyridin-6-amine